ClC1=C(C=C(C=C1)F)C1NC(C2=C1C(=CC1=C(N(N=C21)C)C#N)C2=C(C(=O)N)C=C(C=C2F)C(F)(F)F)=O (6-(2-chloro-5-fluorophenyl)-3-cyano-2-methyl-8-oxo-2,6,7,8-tetrahydropyrrolo[3,4-g]indazol-5-yl)-3-fluoro-5-(trifluoromethyl)benzamide